3-[(3-chlorobenzyl)sulfanyl]-5-methyl[1,2,4]triazolo[4,3-a]pyrimidin-7(8H)-one ClC=1C=C(CSC2=NN=C3N2C(=CC(N3)=O)C)C=CC1